ClC=1C=NC(=C(C(=O)NC2CCC(CC2)CN2C(N(C3=C2C=CC=C3)C3=CC2=C(N(N=N2)C2COC2)C=C3)=O)C1)C 5-chloro-2-methyl-N-((1r,4r)-4-((3-(1-(oxetan-3-yl)-1H-benzo[d][1,2,3]triazol-5-yl)-2-oxo-2,3-dihydro-1H-benzo[d]imidazol-1-yl)methyl)cyclohexyl)nicotinamide